C(C)(C)(C)OC(=O)N(C1=CC(=NC=2N1N=CC2C(C)C)NC[C@@H]2[C@H](CN(CC2)C(=O)OC(C)(C)C)O)CC2=CC=C(C=C2)C2=CC=NC=C2 tert-butyl (3R,4R)-4-(((7-((tert-butoxycarbonyl)(4-(pyridin-4-yl)benzyl)amino)-3-isopropylpyrazolo[1,5-a]pyrimidin-5-yl)amino)methyl)-3-hydroxypiperidine-1-carboxylate